NC1=CC=C2CCN(CC2=C1)S(=O)(=O)N 7-amino-3,4-dihydroisoquinoline-2(1H)-sulfonamide